CS(=O)(=O)C=1C=C(C=CC1)NC(=O)C1=C(N=NC(=C1)C(F)(F)F)OC1=CC=C(C=C1)OC(F)(F)F N-(3-(methylsulfonyl)phenyl)-3-(4-(trifluoromethoxy)phenoxy)-6-(trifluoromethyl)pyridazine-4-carboxamide